S(=O)(=O)=C(C)C1CC(CCC1)S 3-(1-sulfonylethyl)cyclohexane-1-thiol